F[C@H]1[C@H](C1)C(=O)NC1=CC=C2C(=N1)N(C=C2C2=C(C1=C(N(C=N1)COCC[Si](C)(C)C)C=C2)OC)COCC[Si](C)(C)C (1R,2R)-2-fluoro-N-[3-(4-methoxy-1-[[2-(trimethylsilyl)ethoxy]methyl]-1,3-benzodiazol-5-yl)-1-[[2-(trimethylsilyl)ethoxy]methyl]pyrrolo[2,3-b]pyridin-6-yl]cyclopropane-1-carboxamide